4-trimethylsilyloxy-3,6-dihydro-2H-pyridine-1-carboxylic acid tert-butyl ester C(C)(C)(C)OC(=O)N1CCC(=CC1)O[Si](C)(C)C